4-(2-(6-isobutyl-2,3-dihydro-4H-benzo[b][1,4]oxazin-4-yl)ethyl)phenylacetamide C(C(C)C)C1=CC2=C(OCCN2CCC2=CC=C(C=C2)CC(=O)N)C=C1